C(C1=CC=CC=C1)OC(=O)N1CCC(=CC1)C=1C=C2CN(CC2=C(C1)N1CCCC2=CC(=C(C=C12)C(F)F)C=1C=NN(C1)C)C(NC)=O 4-{7-[7-(difluoromethyl)-6-(1-methylpyrazol-4-yl)-3,4-dihydro-2H-quinolin-1-yl]-2-(methylcarbamoyl)-1,3-dihydroisoindol-5-yl}-3,6-dihydro-2H-pyridine-1-carboxylic acid benzyl ester